1-(2,6-dihydroxy-4-methoxyphenyl)-1-butanone OC1=C(C(=CC(=C1)OC)O)C(CCC)=O